tri-(isopropylphenyl)-phosphate C(C)(C)C1=C(C=CC=C1)OP(=O)(OC1=C(C=CC=C1)C(C)C)OC1=C(C=CC=C1)C(C)C